FC=1C=C(C=CC1OC1=CC=NC2=CC(=C(N=C12)OCCOC)OC)NC(=O)C=1C(N(C(=CC1)C)C1=CC=C(C=C1)F)=O N-[3-Fluoro-4-[[7-methoxy-6-(2-methoxyethoxy)-1,5-naphthyridin-4-yl]oxy]phenyl]-1-(4-fluorophenyl)-6-methyl-2-oxopyridine-3-carboxamide